bis(trimethylsiloxy)silylpropyl-glycerol methyl-methacrylate CC=C(C(=O)OC(C(O)CO)CCC[SiH](O[Si](C)(C)C)O[Si](C)(C)C)C